1-methyl-2,4-dihydroxypropylaminocyclohexane CC(C(C)O)NC1CCC(CC1)O